2-butyl-3-methylimidazolium thiocyanate [S-]C#N.C(CCC)C=1NC=C[N+]1C